BrCC(=O)NC1=C(C=C(C=C1C)Cl)C 2-bromo-N-(4-chloro-2,6-dimethylphenyl)acetamide